4-amino-N'-hydroxy-N-(2-methoxyethyl)-1,2,5-oxadiazole-3-carboxamidine NC=1C(=NON1)C(=NO)NCCOC